CC1(N(CCC(C1)N1CCC(CC1)C1=CC=CC=C1)C(=O)O)C.C(C)(C)(C)C1C(N(CCC1N1CCC(CC1)C1=CC=CC=C1)C(=O)NCCCCC1=CC=CC=C1)(C)C tert-butyl-2,2-dimethyl-N-(4-phenylbutyl)-4-(4-phenyl-1-piperidinyl)piperidine-1-carboxamide 2,2-dimethyl-4-(4-phenyl-1-piperidinyl)piperidine-1-carboxylate